C[C@H]1[C@@H]([C@H]([C@@H]([C@@H](O1)O[C@H]2CC[C@]3([C@@H](C2)CC[C@@H]4[C@@H]3CC[C@]5([C@@]4(CC[C@@H]5C6=CC(=O)OC6)O)C)C)OC(=O)C)OC)O The molecule is a cardenolide glycoside that is the 2'-acetyl derivative of neriifolin. It has a role as an antineoplastic agent and a metabolite. It is a cardenolide glycoside, a monosaccharide derivative and an acetate ester. It derives from a neriifolin.